COC1=CC=CC(=C1OC)NC(=O)CCl 2-chloro-N-(2,3-dimethoxyphenyl)acetamide